2-bromo-5-cyano-3-methylpyridine BrC1=NC=C(C=C1C)C#N